O=C1NC(CCC1N1C(C2=CC=CC(=C2C1=O)OCC1CCNCC1)=O)=O 2-(2,6-dioxo-3-piperidyl)-4-(4-piperidylmethoxy)isoindoline-1,3-dione